((S)-3,3,3-trifluoro-2-hydroxypropyl)carbamate FC([C@H](CNC([O-])=O)O)(F)F